COC1CC(C1)C1=NC(=CC(=N1)N1CC2(C=3C=NC(=CC31)NC(C)=O)CC2)C N-(1'-(2-(3-methoxycyclobutyl)-6-methylpyrimidin-4-yl)-1',2'-dihydrospiro[cyclopropane-1,3'-pyrrolo[3,2-c]pyridin]-6'-yl)acetamide